NC=1C(=NC(=CN1)C1=CC(=C2CCN(CC2=C1)C)C)OC=1C=NN(C1)C1CC(C1)C#N (1r,3r)-3-(4-((3-amino-6-(2,5-dimethyl-1,2,3,4-tetrahydroisoquinolin-7-yl)pyrazin-2-yl)oxy)-1H-pyrazol-1-yl)cyclobutane-1-carbonitrile